N-[3-(dimethyl-amino)propyl]-4-[3-(4-hydroxyphenyl)imidazo[1,2-a]pyrazin-6-yl]benzamide CN(CCCNC(C1=CC=C(C=C1)C=1N=CC=2N(C1)C(=CN2)C2=CC=C(C=C2)O)=O)C